3-(methyl-mercapto)propionamidine hydrochloride Cl.CSCCC(=N)N